[O-2].[O-2].[O-2].[Fe+2].[Fe+2] Di-iron trioxide